6-(4-(5-oxo-2-phenyl-5,6-dihydropyrimido[4,5-d]pyridazin-4-ylamino)phenyl)-6-azaspiro[2.5]octane-1-carboxylic acid O=C1C2=C(C=NN1)N=C(N=C2NC2=CC=C(C=C2)N2CCC1(CC1C(=O)O)CC2)C2=CC=CC=C2